C(C)(C)(C)OC(=O)N1CC=2NN=C(C2C1)C(=O)N1CCC(CC1)C1=C(C(=C(C=C1)F)F)C(F)(F)F.OC=1C=C(C=C(C1)O)C1=CC=CC=C1 3,5-dihydroxyphenyl-benzene tert-butyl-3-(4-(3,4-difluoro-2-(trifluoromethyl)phenyl)piperidine-1-carbonyl)-4,6-dihydropyrrolo[3,4-c]pyrazole-5(1H)-carboxylate